C(C=C)C1CC[C@H](N1)C(=O)OCC1=CC=CC=C1 (2S)-benzyl 5-allylpyrrolidine-2-carboxylate